COC(=O)C1=CC2=C(N(C(=N2)NC=2SC3=C(N2)C=C(C=C3)F)C)C=C1 2-(5-Fluoro-benzothiazol-2-ylamino)-1-methyl-1H-benzoimidazole-5-carboxylic acid methyl ester